dioctyltin difluoride C(CCCCCCC)[Sn](CCCCCCCC)(F)F